N[C@@H]1[C@](C=C2C(C(C3(C(=C12)C)CC3)(C)O)=O)(C)CO[Si](C)(C)C(C)(C)C (2'R,3'S)-3'-amino-2'-(((tert-butyldimethylsilyl)oxy)methyl)-6'-hydroxy-2',4',6'-trimethyl-2',3'-dihydrospiro[cyclopropane-1,5'-inden]-7'(6'H)-one